ClC=1C(=NC(=NC1)NC1=C(C=C2CCN(CC2=C1)C)OC)NC1=C(C=C(C=C1)S(=O)(=N)C)P(C)(C)=O (2-((5-Chloro-2-((6-methoxy-2-methyl-1,2,3,4-tetrahydroisoquinolin-7-yl)amino)pyrimidin-4-yl)amino)-5-(S-methylsulfonimidoyl)phenyl)dimethylphosphine oxide